Stearamidopropyl-dimethylamin C(CCCCCCCCCCCCCCCCC)(=O)NCCCN(C)C